1-(4-((4-((2,4-dichlorophenyl)amino)-7-methoxyquinazolin-6-yl)oxy)piperidin-1-yl)-prop-2-en-1-one ClC1=C(C=CC(=C1)Cl)NC1=NC=NC2=CC(=C(C=C12)OC1CCN(CC1)C(C=C)=O)OC